4-(3-(2,7-dimethyl-2H-indazol-5-yl)-5-fluorocinnolin-7-yl)piperidine-3,4-diol hydrogen chloride Cl.CN1N=C2C(=CC(=CC2=C1)C=1N=NC2=CC(=CC(=C2C1)F)C1(C(CNCC1)O)O)C